OC1=C(C(OC12CCC(CC2)OCCOCCN2CCN(CC2)CCOCCOCCOCC(=O)O)=O)C2=C(C=C(C=C2C)C)C 2-(2-(2-(2-(4-(2-(2-(((5s,8s)-4-hydroxy-3-mesityl-2-oxo-1-oxaspiro[4.5]dec-3-en-8-yl)oxy)ethoxy)ethyl)piperazin-1-yl)ethoxy)ethoxy)ethoxy)acetic acid